1-(3-Bromophenyl)-2-(2-imino-4,5,6,7-tetrahydrobenzo[d]thiazol-3(2H)-yl)ethan-1-one hydrogen bromide Br.BrC=1C=C(C=CC1)C(CN1C(SC2=C1CCCC2)=N)=O